mercapto thiocarboxylate C(=S)OS